3-(3-iodo-1-bicyclo[1.1.1]pentanyl)propanoate IC12CC(C1)(C2)CCC(=O)[O-]